5,6-dihydrobenzo[4,5]imidazo[2,1-a]isoquinoline C1=CC=CC=2CCN3C(C12)=NC1=C3C=CC=C1